C(C)(C)(C)OC(=O)N1CC(CC=C1C=1C=C2C=CN=C(C2=CC1)O)C.OCCO[C@@H](C)OC (S)-2-(2-hydroxyethoxy)-2-methoxyl-ethane tert-butyl-6-(1-hydroxy-6-Isoquinolyl)-3-methyl-3,4-dihydro-2H-pyridine-1-carboxylate